O1CCN(CC1)C=1C=CC(=NC1)NC=1C2=C(C(=NC1)C=1C=NN3C1CCCC3)CNC2=O 7-((5-morpholino-pyridin-2-yl)amino)-4-(4,5,6,7-tetrahydro-pyrazolo[1,5-a]pyridin-3-yl)-2,3-dihydro-1H-pyrrolo[3,4-c]pyridin-1-one